2-(((1R)-1-(2-(3-hydroxyoctahydro-1H-indol-1-yl)-3,7-dimethyl-4-oxo-4H-pyrido[1,2-a]pyrimidin-9-yl)ethyl)amino)benzoic acid OC1CN(C2CCCCC12)C=1N=C2N(C(C1C)=O)C=C(C=C2[C@@H](C)NC2=C(C(=O)O)C=CC=C2)C